FC1(CN(CCC1CO)NC(OC(C)(C)C)=O)F tert-butyl (3,3-difluoro-4-(hydroxymethyl)piperidin-1-yl)carbamate